FC1=C(NC(C)C2=CC(=CN3C2=NC(=CC3=O)N3CCOCC3)C(=O)O)C=CC=C1F 9-[1-(2,3-difluoroanilino)ethyl]-2-morpholino-4-oxo-pyrido[1,2-a]pyrimidine-7-carboxylic acid